6-(5-bromo-3-ethylsulfonyl-pyrazolo[1,5-a]pyridin-2-yl)-3-(trifluoromethyl)-7H-pyrrolo[3,4-b]pyridin-5-one BrC1=CC=2N(C=C1)N=C(C2S(=O)(=O)CC)N2CC1=NC=C(C=C1C2=O)C(F)(F)F